C(C)(C)(C)OC(=O)N1C2C=C(CC1CC2)B2OC(C(O2)(C)C)(C)C.C(CN(CCP(O)(O)=O)P(O)(O)=O)N(CCP(O)(O)=O)P(O)(O)=O ethylene-bis(nitrilodimethylene)tetraphosphonic acid tert-butyl-3-(tetramethyl-1,3,2-dioxaborolan-2-yl)-8-azabicyclo[3.2.1]oct-2-ene-8-carboxylate